tert-butyl (S)-5-amino-4-(4-amino-1,3-dioxoisoindolin-2-yl)-5-oxopentanoate NC([C@H](CCC(=O)OC(C)(C)C)N1C(C2=CC=CC(=C2C1=O)N)=O)=O